5-Bromo-2-(chloromethyl)pyrimidine tert-Butyl-3-(6-bromobenzo[d]thiazol-2-yl)-2-(4-fluoro-3-methoxybenzamido)-4,7-dihydrothieno[2,3-c]pyridine-6(5H)-carboxylate C(C)(C)(C)OC(=O)N1CC2=C(CC1)C(=C(S2)NC(C2=CC(=C(C=C2)F)OC)=O)C=2SC1=C(N2)C=CC(=C1)Br.BrC=1C=NC(=NC1)CCl